N-((5-(2,4-difluorophenyl)-1-((4-(trifluoromethyl)phenyl)sulfonyl)-1H-pyrrol-3-yl)methyl)methan-d3-amine FC1=C(C=CC(=C1)F)C1=CC(=CN1S(=O)(=O)C1=CC=C(C=C1)C(F)(F)F)CNC([2H])([2H])[2H]